hexahydro-4,9-methano-3H-furo[3,4-g][2]benzopyran-1,3,5,7(3aH)-tetrone C1(OC(C2C3C4C(CC(OC4=O)=O)C(C21)C3)=O)=O